COC(C(=C)C)=O.C(C=C)(=O)O acrylic acid methyl-methacrylate